BrC1=CN=C(N1C)C(=O)NC1=CC(=C(C(=O)N2CCN(CC2)C(=O)[C@H]2N(CCOC2)C(=O)OC(C)(C)C)C=C1)Cl tert-butyl (3S)-3-[4-[4-[(5-bromo-1-methyl-imidazole-2-carbonyl)amino]-2-chloro-benzoyl]piperazine-1-carbonyl]morpholine-4-carboxylate